COCCNCC(=O)O N-(2-methoxyethyl)glycine